ClC=1C=C(C=CC1Cl)NC(=O)N1C2CCC1CC=1N=C(N=CC12)F (±)-N-(3,4-dichlorophenyl)-2-fluoro-6,7,8,9-tetrahydro-5H-5,8-epiminocyclohepta[d]-pyrimidine-10-carboxamide